ClC=1C(=NC(=NC1)N1[C@@H](CN([C@@H](C1)C)C)C)N1CC(C1)C(=O)NC(C)(C)C1=CN=C2N1C=CC=C2 1-{5-chloro-2-[(2R,5R)-2,4,5-trimethylpiperazin-1-yl]pyrimidin-4-yl}-N-(2-{imidazo[1,2-a]pyridin-3-yl}propan-2-yl)azetidine-3-carboxamide